FC=1C=CC(=NC1)[C@@H](C)OC=1C=2N(C=C(C1)C=1C=NN(C1C)C1CCC(CC1)(C)O)N=CC2C#N 4-((R)-1-(5-fluoropyridin-2-yl)ethoxy)-6-(1-((1r,4R)-4-hydroxy-4-methylcyclohexyl)-5-methyl-1H-pyrazol-4-yl)pyrazolo[1,5-a]-pyridine-3-carbonitrile